(S)-2-amino-3-(5-(pyridin-2-yl)-1H-indol-3-yl)propanoic acid N[C@H](C(=O)O)CC1=CNC2=CC=C(C=C12)C1=NC=CC=C1